7-Ethyl-4-(3-(1-ethyl-4-methoxy-1H-benzo[d]imidazol-5-yl)-4-fluorophenyl)-7H-imidazo[4,5-c]pyridazine C(C)N1C=NC2=C1N=NC=C2C2=CC(=C(C=C2)F)C2=C(C1=C(N(C=N1)CC)C=C2)OC